C(N)(OC1=CC(=CC(=C1)C)C)=O 3,5-dimethylphenyl carbamate